dichloro-(3-chloropyridin-1-ium-1-yl)palladium Cl[Pd]([N+]1=CC(=CC=C1)Cl)Cl